2'-fluoro-4'-methoxy-[1,1'-biphenyl]-4-carboxylic acid FC1=C(C=CC(=C1)OC)C1=CC=C(C=C1)C(=O)O